N-(1-(1-(2-chloro-5-methoxyphenyl)ethyl)azetidin-3-yl)-1-cyclopropyl-1H-1,2,3-triazole-4-carboxamide ClC1=C(C=C(C=C1)OC)C(C)N1CC(C1)NC(=O)C=1N=NN(C1)C1CC1